di(palmityl) ketone C(CCCCCCCCCCCCCCC)C(=O)CCCCCCCCCCCCCCCC